C(C=C)OC(C[C@@H]1N(COC1=O)C(=O)OCC1C2=CC=CC=C2C=2C=CC=CC12)=O (9H-fluoren-9-yl)methyl (S)-4-(2-(allyloxy)-2-oxoethyl)-5-oxooxazolidine-3-carboxylate